BrC=1C=CC(=C(NCCC(=O)O)C1)Cl 3-(5-Bromo-2-chloro-anilino)propanoic acid